[O-]C#N.B(O)(O)O.B(O)(O)O.B(O)(O)O.B(O)(O)O.[Na+] sodium tetraborate cyanate